C(#N)C(C(=O)NCCCC[C@@H](C(=O)N[C@@H](CC1=CC=CC=C1)B(O)O)NC([C@H](C)NC(C(C)C)=O)=O)=CC(C)C ((R)-1-((S)-6-(2-cyano-4-methylpent-2-enoylamino)-2-((S)-2-isobutyrylaminopropionylamino)hexanamido)-2-phenylethyl)boronic acid